N1=CC=C(C=C1)/C=C/C=1OC=C(N1)CO (E)-(2-(2-(pyridin-4-yl)vinyl)oxazol-4-yl)methanol